C(#N)C=1C=C(C=C(C1)F)C1=NO[C@@](C1)(C(F)(F)F)C(=O)N[C@H]1C=C[C@H](C1)C(=O)OCCOC 2-methoxyethyl (1S,4R)-4-[[[(5R)-3-(3-cyano-5-fluorophenyl)-5-(trifluoromethyl)-4H-1,2-oxazol-5-yl] carbonyl] amino]cyclopent-2-ene-1-carboxylate